C1=CC=CC=2C3=CC=CC=C3C(C12)COC(=O)NC1=CC=C(CCN(C(CC(CC(=O)O)(C)C)=O)C)C=C1 5-((4-((((9H-fluoren-9-yl)methoxy)carbonyl)amino)phenethyl)(methyl)amino)-3,3-dimethyl-5-oxopentanoic acid